O1N=C(C2=C1C=CC=C2)NS(=O)(=O)C2=CC=1CCCCC1C=C2 N-(benzo[d]isoxazol-3-yl)-5,6,7,8-tetrahydro-naphthalene-2-sulfonamide